5-fluoro-2,3-dihydrobenzene FC1=CCCC=C1